C(C)(=O)C1=C(C=CC(=N1)C#N)OCCOC 6-acetyl-5-(2-methoxyethoxy)-2-cyanopyridine